ClC1=NC=CC2=CC=C(C=C12)OC1=CC=C(C=C1)C(F)(F)F 1-chloro-7-(4-(trifluoromethyl)phenoxy)isoquinoline